6'-Chloro-7'-fluoro-1'-(1-methyl-1H-pyrazol-5-yl)spiro[cyclopentane-1,3'-indolin]-2'-one ClC1=CC=C2C3(C(N(C2=C1F)C1=CC=NN1C)=O)CCCC3